Ethyl 2-[4-bromo-2-[4-[2-[(6-chloro-2-pyridyl)oxymethyl]-5-cyano-phenyl]-3-hydroxy-butyl]phenyl]acetate BrC1=CC(=C(C=C1)CC(=O)OCC)CCC(CC1=C(C=CC(=C1)C#N)COC1=NC(=CC=C1)Cl)O